METHYL{4,6-DIAMINO-2-[5-FLUORo-1-(2-FLUORoBENZYL)-1H-PYRAZOLO[3,4-B]PYRIDIN-3-YL]PYRIMIDIN-5-YL}CARBAMAT COC(NC=1C(=NC(=NC1N)C1=NN(C2=NC=C(C=C21)F)CC2=C(C=CC=C2)F)N)=O